5-(4-((9-(cyclopropylmethyl)-9H-purin-6-yl)oxy)phenyl)-N-phenylthiazol-2-amine C1(CC1)CN1C2=NC=NC(=C2N=C1)OC1=CC=C(C=C1)C1=CN=C(S1)NC1=CC=CC=C1